2-hydroxyethyl-[rac-(3R)-3-[4-(6-oxo-1H-pyridin-3-yl)phenyl]-3-[[rac-(6S)-6-tert-butyl-5,6,7,8-tetrahydrothieno[2,3-b]quinoline-2-carbonyl]amino]propyl]ammonium OCC[NH2+]CC[C@@H](NC(=O)C1=CC=2C(=NC=3CC[C@@H](CC3C2)C(C)(C)C)S1)C1=CC=C(C=C1)C1=CNC(C=C1)=O |r|